FC1=C(C=C(C=C1)C1=C(N=C(C2=CC(=CC=C12)O)OCC(=O)O)C(C)C)C 2-((4-(4-fluoro-3-methylphenyl)-7-hydroxy-3-isopropylisoquinolin-1-yl)oxy)acetic acid